ClC=1N=C(C2=C(N1)CC[S@]2=O)NC2(CC2)CO (R)-2-chloro-4-((1-(hydroxymethyl)cyclopropyl)amino)-6,7-dihydrothieno[3,2-d]pyrimidine 5-oxide